FC=1C=NC2=C(C=CC=C2C1)OC 3-fluoro-8-methoxyquinolin